2-methyl-2-(1-propenyl)-1,3-dioxolane CC1(OCCO1)C=CC